C(CCCCCCCCCCC)N1C(=CC=C1C)C 1-dodecyl-2,5-dimethyl-1H-pyrrole